N-(imidazo[1,2-b]pyridazin-3-yl)-6-methoxy-2-((1s,4s)-4-(N-methylacetylamino)cyclohexyl)-2H-indazole-5-carboxamide N=1C=C(N2N=CC=CC21)NC(=O)C2=CC1=CN(N=C1C=C2OC)C2CCC(CC2)NC(CC)=O